4-((3-bromo-2-methylbenzyl)oxy)-5-chloro-2-((5-(difluoromethoxy)pyridin-3-yl)methoxy)benzaldehyde BrC=1C(=C(COC2=CC(=C(C=O)C=C2Cl)OCC=2C=NC=C(C2)OC(F)F)C=CC1)C